3-chloro-5-isopropyl-8-(2-(1-methyl-1H-imidazol-5-yl)ethoxy)isoquinoline ClC=1N=CC2=C(C=CC(=C2C1)C(C)C)OCCC1=CN=CN1C